1-[2-chloro-4-(trifluoromethyl)phenyl]-N-[2-(dimethylamino)ethyl]-4-{2'-ethoxy-[2,3'-bipyridin]-5-yl}piperidine-4-carboxamide ClC1=C(C=CC(=C1)C(F)(F)F)N1CCC(CC1)(C(=O)NCCN(C)C)C=1C=CC(=NC1)C=1C(=NC=CC1)OCC